[Br-].C(C)(C)NC(C)C diisopropylamine bromide salt